ClC1=NC=C(C=N1)C1CN(C1)C(=O)OC(C)(C)C tert-Butyl 3-(2-chloropyrimidin-5-yl)azetidine-1-carboxylate